5-((4-((3-(3-(2-fluoroacrylamido)benzamido)benzyl)amino)-8-isopropylpyrazolo[1,5-a][1,3,5]triazin-2-yl)oxy)-2,2-dimethylpiperidine-1-carboxylic acid tert-butyl ester C(C)(C)(C)OC(=O)N1C(CCC(C1)OC1=NC=2N(C(=N1)NCC1=CC(=CC=C1)NC(C1=CC(=CC=C1)NC(C(=C)F)=O)=O)N=CC2C(C)C)(C)C